BrC1=CC=C(C=C1)N1N=NC(=C1)C(=O)N1CCOCC1 (1-(4-bromophenyl)-1H-1,2,3-triazol-4-yl)(morpholinyl)methanone